[C@@H]12[C@@H](C[C@@H](CC1)C2)NC(CN2C(C(=CC=C2)NC([C@H](CCC(C(=O)NC)=O)NC(=O)C2=C(SC(=C2)Cl)Cl)=O)=O)=O (2S)-N1-(1-(2-((1R,2R,4S)-bicyclo[2.2.1]heptan-2-ylamino)-2-oxoethyl)-2-oxo-1,2-dihydropyridin-3-yl)-2-(2,5-dichlorothiophene-3-carboxamido)-N6-methyl-5-oxohexanediamide